1,3,5-tris(4-phosphonophenyl)benzene germanium tin arsenic [As].[Sn].[Ge].P(=O)(O)(O)C1=CC=C(C=C1)C1=CC(=CC(=C1)C1=CC=C(C=C1)P(=O)(O)O)C1=CC=C(C=C1)P(=O)(O)O